ClC1=C(C=CC(=C1OCC1=CC=C(C=C1)OC)OCC1=CC=C(C=C1)OC)C(C(=O)N[C@@H](CO)C(=O)O)=O (2-(2-chloro-3,4-bis((4-methoxybenzyl)oxy)phenyl)-2-oxoacetyl)-L-serine